FC(C1=C(CBr)C=C(C=C1)F)(F)F 2-trifluoromethyl-5-fluorobenzyl bromide